15-bromo-2,2,3,3-tetramethyl-4,7,10,13-tetraoxa-3-silapentadecane BrCCOCCOCCOCCO[Si](C(C)(C)C)(C)C